OC(C(=O)OC)CCCCCCCCCC methyl alpha-hydroxylaurate